(E)-3,7-dimethylocta-2,6-dien-1-yl 2-methylpropanoate (GERANYL ISOBUTYRATE) C(\C=C(/C)\CCC=C(C)C)C(C(=O)O)(C)C.CC(C(=O)OC\C=C(\CCC=C(C)C)/C)C